N-(1-cyclopropyl-6-fluoro-2-(4-fluorophenyl)-5-benzimidazolyl)-5-(4-t-butylphenyl)-1,3,4-thiadiazol-2-amine C1(CC1)N1C(=NC2=C1C=C(C(=C2)NC=2SC(=NN2)C2=CC=C(C=C2)C(C)(C)C)F)C2=CC=C(C=C2)F